C[C@@](N(C)C([C@@H](N(C)C(=O)OC(C)(C)C)CC(C)C)=O)(CCO)C(=O)O methyl-N-(N-(tert-butoxycarbonyl)-N-methyl-L-leucyl)-N-methyl-D-homoserine